(3-(trimethylsilyl)prop-2-yn-1-yl)magnesium bromide C[Si](C#CC[Mg]Br)(C)C